5-fluoro-2-bromo-N-(5,6,7,8-tetrahydro-1,6-naphthyridin-3-yl)benzenesulfonamide hydrochloride Cl.FC=1C=CC(=C(C1)S(=O)(=O)NC=1C=NC=2CCNCC2C1)Br